bis-Trifluoroethyl ether FC(COCC(F)(F)F)(F)F